racemic-N-acetyl-selenomethylselenocysteine C(C)(=O)N[C@@H](C[Se]C)C(=[Se])O |r|